C(#N)C1=C(C=CC(=N1)[C@@H]1CC[C@H](CC1)CN(C(=O)[C@@H]1CC[C@H](CC1)N(C(O)=O)C)C1=NC=CC(=C1)C=1N=C(OC1)C1CC1)OC.C(CCCCCCCCCCC)OC(C=C)=O.C=CC1=CC=CC=C1 styrene n-dodecyl-acrylate trans-4-(((trans-4-(6-Cyano-5-methoxypyridin-2-yl)cyclohexyl)methyl)(4-(2-cyclopropyloxazol-4-yl)pyridine-2-yl)carbamoyl)cyclohexyl-methylcarbamate